ClC1=NC(=C2C(=N1)N(N=C2)[C@H]2[C@@H]([C@@H]([C@H](O2)CO[C@](CO)(COC)P(O)(O)=O)O)O)NC2CCCC2 ((S)-2-(((2R,3S,4R,5R)-5-(6-chloro-4-(cyclopentylamino)-1H-pyrazolo[3,4-d]pyrimidin-1-yl)-3,4-dihydroxytetrahydro-furan-2-yl)methoxy)-1-hydroxy-3-methoxypropan-2-yl)phosphonic acid